C1(CC1)C=1C(=NSC1C(=O)NC1=CC(=NC=C1)C)[C@H]1COCC1 (S)-4-CYCLOPROPYL-N-(2-METHYLPYRIDIN-4-YL)-3-(TETRAHYDROFURAN-3-YL)ISOTHIAZOLE-5-CARBOXAMIDE